CN(C1=NC=C(C=N1)C1=CC=C(C(=N1)OC)NC(=O)C=1C(=NOC1C)C1=CC=CC=C1)C N-(6-(2-(Dimethylamino)pyrimidin-5-yl)-2-methoxypyridin-3-yl)-5-methyl-3-phenylisoxazole-4-carboxamide